tert-butyl (R)-(5-(6-chloro-3-((1-(2-(4,4-dimethylpiperidin-1-yl)-3,6-dimethyl-4-oxo-4H-chromen-8-yl)ethyl)amino)pyridin-2-yl)-2-hydroxybenzyl)carbamate ClC1=CC=C(C(=N1)C=1C=CC(=C(CNC(OC(C)(C)C)=O)C1)O)N[C@H](C)C=1C=C(C=C2C(C(=C(OC12)N1CCC(CC1)(C)C)C)=O)C